5-Cyano-2-((pyrazolo[1,5-a]pyrimidine-3-carboxamido)methyl)benzofuran-7-carboxylic acid C(#N)C=1C=C(C2=C(C=C(O2)CNC(=O)C=2C=NN3C2N=CC=C3)C1)C(=O)O